sodium magnesium L-ascorbic acid O=C1C(O)=C(O)[C@H](O1)[C@@H](O)CO.[Mg].[Na]